1-[(3S)-1-benzylpyrrolidin-3-yl]tetrazole C(C1=CC=CC=C1)N1C[C@H](CC1)N1N=NN=C1